[4-[4-(3-chlorophenyl)-1-piperazinyl]butoxy]-3,4-dihydroquinolone ClC=1C=C(C=CC1)N1CCN(CC1)CCCCOC1C(NC2=CC=CC=C2C1)=O